(E)-3-(4-hydroxy-3-methoxyphenyl)-1-(3,4,5-trimethoxyphenyl)prop-2-en-1-one OC1=C(C=C(C=C1)/C=C/C(=O)C1=CC(=C(C(=C1)OC)OC)OC)OC